COC(=O)C=1C=CC2=C(N(C(=N2)CN2CCC(CC2)C2=NC(=CC=C2)OCC2=C(C=C(C=C2F)C(C)=O)F)C[C@H]2OCC2)C1 (S)-2-((4-(6-((4-acetyl-2,6-difluorobenzyl)oxy)pyridin-2-yl)piperidin-1-yl)methyl)-1-(oxetan-2-ylmethyl)-1H-benzo[d]imidazole-6-carboxylic acid methyl ester